ClC1=C(C=NC2=CC=CC(=C12)C)C 4-chloro-3,5-dimethylquinoline